C[C-]1C=CC=C1.[C-]1(C=CC=C1)C.[Fe+2] Dimethyl-ferrocene